3-Hydroxy-1-(5-(Isopropylthio)-4-(4-(Trifluoromethyl)Phenyl)Thiazol-2-yl)-1H-Pyrazole-5-Carboxylic Acid OC1=NN(C(=C1)C(=O)O)C=1SC(=C(N1)C1=CC=C(C=C1)C(F)(F)F)SC(C)C